O=C1NC(CCC1C1=CC=C(C=C1)N1CCC(CC1)CN1CCC(CC1)C1=CC=C(C=C1)NC(=O)C1=NNC=2CC3(C(CC12)C3(F)F)C)=O N-(4-(1-((1-(4-(2,6-dioxopiperidin-3-yl)phenyl)piperidin-4-yl)methyl)piperidin-4-yl)phenyl)-5,5-difluoro-5a-methyl-1,4,4a,5,5a,6-hexahydrocyclopropa[f]indazole-3-carboxamide